1-[2-(3-{2-[(4-azido-2-nitrophenyl)amino]ethyl}-4-cyclohexylphenyl)ethyl]-2-(hydroxymethyl)piperidine-3,4,5-triol N(=[N+]=[N-])C1=CC(=C(C=C1)NCCC=1C=C(C=CC1C1CCCCC1)CCN1C(C(C(C(C1)O)O)O)CO)[N+](=O)[O-]